C(C(O)CC(=O)OCCCCCCCCCCCC)(=O)OCCCCCCCCCCCC di(dodecyl) malate